tert-butyl (2R,5S)-5-amino-2-methylpiperidine-1-carboxylate N[C@H]1CC[C@H](N(C1)C(=O)OC(C)(C)C)C